C[Si]1([Si]([Si]([Si]([Si]([Si]1(C)C)(C)C)(C)C)(C)C)(C)C)C Dodecamethyl-Cyclohexasilane